(E)-2-((8-((4-(Trifluoromethyl)phenyl)sulfonamido)quinolin-2-yl)methylene)hydrazine-1-carboxamide FC(C1=CC=C(C=C1)S(=O)(=O)NC=1C=CC=C2C=CC(=NC12)\C=N\NC(=O)N)(F)F